C(C(C)C)C1CC=CC=C1 2-isobutyl-2H-benzene